tert-butyl 4-[(R)-1-(2,4-dibromo-5-methoxyphenylsulfonylamino)pentylcarbonylamino]-1-piperidinecarboxylate BrC1=C(C=C(C(=C1)Br)OC)S(=O)(=O)N[C@H](CCCC)C(=O)NC1CCN(CC1)C(=O)OC(C)(C)C